6-methyl-N-(3-phenylpropyl)-2-(tetrahydrofuran-3-yl)thieno[2,3-d]pyrimidin-4-amine CC1=CC2=C(N=C(N=C2NCCCC2=CC=CC=C2)C2COCC2)S1